3-{[(4-bromophenyl)methyl](cyclopropyl)carbamoyl}-5-cyclohexylpiperidin BrC1=CC=C(C=C1)CN(C(=O)C1CNCC(C1)C1CCCCC1)C1CC1